1,3-dimethyl-1H-pyrrolo[2,3-b]pyridin-5-amine CN1C=C(C=2C1=NC=C(C2)N)C